tert-butyl 4-[[8-(2-chlorophenyl)-7-(4-chlorophenyl)-1-[[(2,2-dimethylpropanoyl)oxy]methyl]-2,6-dioxopurin-3-yl]methyl]piperidine-1-carboxylate ClC1=C(C=CC=C1)C1=NC=2N(C(N(C(C2N1C1=CC=C(C=C1)Cl)=O)COC(C(C)(C)C)=O)=O)CC1CCN(CC1)C(=O)OC(C)(C)C